tert-Butyl 1-(2-chloropyrimidin-4-yl)-4-methylpiperidin-4-carbamate ClC1=NC=CC(=N1)N1CCC(CC1)(NC(=O)OC(C)(C)C)C